BrC=1C(=NC(=NC1)NC1=CC=C(C=C1)S(=O)(=O)NCCOCCOCCOC1CCN(CC1)C/C=C/C(=O)OC)NC1=C(C(=CC=C1)F)C(N)=O methyl (e)-4-[4-[2-[2-[2-[[4-[[5-bromo-4-(2-carbamoyl-3-fluoro-anilino)pyrimidin-2-yl]amino]phenyl]sulfonylamino]ethoxy]ethoxy]ethoxy]-1-piperidyl]but-2-enoate